methyl (3R)-1-(4-[[2-(2,6-dioxopiperidin-3-yl)-1,3-dioxoisoindol-4-yl]amino]piperidine-1-carbonyl)pyrrolidine-3-carboxylate O=C1NC(CCC1N1C(C2=CC=CC(=C2C1=O)NC1CCN(CC1)C(=O)N1C[C@@H](CC1)C(=O)OC)=O)=O